C[C@H]1N(C[C@H](N(C1)C(=O)[C@H]1O[C@@H]1C1=CC=C(C=C1)[N+](=O)[O-])C)C(=O)[C@H]1O[C@@H]1C1=CC=C(C=C1)[N+](=O)[O-] ((2R,5R)-2,5-dimethylpiperazine-1,4-diyl)bis(((2S,3R)-3-(4-nitrophenyl)-oxiran-2-yl)methanone)